N-[1-(4-Chloro-3-cyano-1H-indol-7-yl)piperidin-4-yl]-4-[4-({4-[6-(2,4-dioxo-1,3-diazinan-1-yl)-1-methyl-1H-indol-2-yl]piperidin-1-yl}methyl)piperidin-1-yl]-2-fluorobenzamide ClC1=C2C(=CNC2=C(C=C1)N1CCC(CC1)NC(C1=C(C=C(C=C1)N1CCC(CC1)CN1CCC(CC1)C=1N(C2=CC(=CC=C2C1)N1C(NC(CC1)=O)=O)C)F)=O)C#N